NC1=NC(=NC=2N(CC(NC12)=O)CC1=CC(=CC=C1)CN1CCCC1)OCCP(OC)(OC)=O dimethyl (2-((4-amino-6-oxo-8-(3-(pyrrolidin-1-ylmethyl)benzyl)-5,6,7,8-tetrahydropteridin-2-yl)oxy)ethyl)phosphonate